(2S)-2-[(3-hydroxy-4-methoxy-pyridine-2-carbonyl)amino]propionic acid [2-(4-bromophenyl)-1,2-dimethyl-propyl] ester BrC1=CC=C(C=C1)C(C(C)OC([C@H](C)NC(=O)C1=NC=CC(=C1O)OC)=O)(C)C